butoxy-2',3',3-trifluoro-[1,1'-biphenyl]-2-ol C(CCC)OC=1C(=C(C(=CC1)C1=C(C(=CC=C1)F)F)O)F